8-(2,6-difluorophenyl)-13-[(3S)-4-(2-fluoroethyl)-3-methyl-piperazin-1-yl]-5,11-dimethyl-3,4,7,9,12-pentazatricyclo[8.4.0.02,6]tetradeca-1(10),2(6),4,7,11,13-hexaene FC1=C(C(=CC=C1)F)C1=NC=2C(=NNC2C=2C=C(N=C(C2N1)C)N1C[C@@H](N(CC1)CCF)C)C